C(CCCCCCCCCCCCCCC)(=O)[NH+](CCO)C(CCCCCCCCCCCCCCC)=O Dipalmitoyl-hydroxyethyl-ammonium